Cl.N[C@H](C(=O)O)CCCN=[N+]=[N-] (S)-2-amino-5-azidopentanoic acid hydrochloride